CN1N=CC(=C1)C1CN(CC2=CC=CC=C12)C(=O)C=1OC(=NN1)C1=CC=CC=C1 [4-(1-methylpyrazol-4-yl)-3,4-dihydro-1H-isoquinolin-2-yl]-(5-phenyl-1,3,4-oxadiazol-2-yl)methanone